C(C)(C)(C)OC(CNC(CCCOC1=CC(=NC=C1)F)=O)=O (4-((2-fluoropyridin-4-yl)oxy)butanoyl)glycine tert-butyl ester